3-(7-(azetidin-3-yloxy)-1-oxoisoindolin-2-yl)piperidine-2,6-dione N1CC(C1)OC=1C=CC=C2CN(C(C12)=O)C1C(NC(CC1)=O)=O